4-[4-(3,5-dichlorophenyl)piperazin-1-yl]-3-methyl-4-oxo-butanal ClC=1C=C(C=C(C1)Cl)N1CCN(CC1)C(C(CC=O)C)=O